Bromomalonic acid diethyl ester C(C)OC(C(C(=O)OCC)Br)=O